FC1=C(C=CC(=C1F)OC)C1=CN=C2N1C=CN=C2NC2=CC(=C(C(=O)NCCCNC(=O)[C@H]1NC[C@@](C1)(C)O)C=C2)C (2S,4S)-N-[3-[[4-[[3-(2,3-difluoro-4-methoxyphenyl)imidazo[1,2-a]pyrazin-8-yl]amino]-2-methylbenzoyl]amino]propyl]-4-hydroxy-4-methylpyrrolidine-2-carboxamide